NC=1C(=NC(=C(N1)C=1OC=CN1)C=1C=CC=2N(C1)C(=CN2)C)C(=O)NCCC(N2CCCCC2)=O 3-amino-6-(3-methylimidazo[1,2-a]pyridin-6-yl)-5-(oxazol-2-yl)-N-(3-oxo-3-(piperidin-1-yl)propyl)pyrazine-2-carboxamide